6-cyano-7-(5,7-dihydro-6H-pyrrolo[3,4-b]pyridin-6-yl)-4-oxo-1-(pyrazin-2-yl)-1,4-dihydroquinoline-3-carboxylic acid C(#N)C=1C=C2C(C(=CN(C2=CC1N1CC2=NC=CC=C2C1)C1=NC=CN=C1)C(=O)O)=O